FC=1C(=C2C(=NC(=NN2C1)N[C@H]1[C@H](CN(CC1)C)F)OC)C=1C=C(C2=C(N(C=N2)CCF)C1)F 6-fluoro-5-(4-fluoro-1-(2-fluoroethyl)-1H-benzo[d]imidazol-6-yl)-N-((3S,4R)-3-fluoro-1-methylpiperidin-4-yl)-4-methoxypyrrolo[2,1-f][1,2,4]triazin-2-amine